2-(2-chlorophenyl)-N-{4-(4-cyclopropyl-1H-imidazol-1-yl)-3-[(2,4-dimethoxybenzyl)sulfamoyl]phenyl}acetamide ClC1=C(C=CC=C1)CC(=O)NC1=CC(=C(C=C1)N1C=NC(=C1)C1CC1)S(NCC1=C(C=C(C=C1)OC)OC)(=O)=O